(R)-N-(2-(3-(2-((1,5-dimethyl-1H-pyrazol-3-yl)amino)-5-methylpyrimidin-4-yl)-1H-indol-7-yl)-1-oxoisoindolin-4-yl)-5-oxopyrrolidine-2-carboxamide CN1N=C(C=C1C)NC1=NC=C(C(=N1)C1=CNC2=C(C=CC=C12)N1C(C2=CC=CC(=C2C1)NC(=O)[C@@H]1NC(CC1)=O)=O)C